C(C)OC(=O)C1=C(N=NC=2CCCCC12)O.COC=1C=C(CN2CCOCC2)C=CC1C1=CC2=C(CC3=C2NN=C3C3=CC=C2C=NN(C2=C3)C)S1 4-(3-methoxy-4-(3-(1-methyl-1H-indazol-6-yl)-1,4-dihydrothieno[2',3':4,5]cyclopenta[1,2-c]pyrazol-6-yl)benzyl)morpholine ethyl-3-hydroxy-5,6,7,8-tetrahydrocinnoline-4-carboxylate